FC1=C(C(=CC(=C1)S(=O)(=O)C)OC)N(C(OC(C)(C)C)=O)CC#CC=1N(C2=CC=CC(=C2C1)NC1CCN(CC1)C)CC(F)(F)F tert-butyl (2-fluoro-6-methoxy-4-(methylsulfonyl)phenyl)(3-(4-((1-methylpiperidin-4-yl)amino)-1-(2,2,2-trifluoroethyl)-1H-indol-2-yl)prop-2-yn-1-yl)carbamate